2-(4-bromobut-2-ynoxy)tetrahydropyran BrCC#CCOC1OCCCC1